C(#N)C1=CC=C(S1)CN1C2=C(C3=CC=CC(=C13)C(=O)O)CCCC(C2)CCCCCC 5-[(5-cyanothiophen-2-yl)methyl]-7-hexyl-5H,6H,7H,8H,9H,10H-cyclohepta[b]indole-4-carboxylic acid